N-(3-acetyl-1-(2-((2-(3-chloro-2-fluorobenzylamino)-2-oxoethyl)(cyclopropyl)amino)-2-oxoethyl)-1H-indol-5-yl)-3,3-dimethylbutanamide C(C)(=O)C1=CN(C2=CC=C(C=C12)NC(CC(C)(C)C)=O)CC(=O)N(C1CC1)CC(=O)NCC1=C(C(=CC=C1)Cl)F